CC=1C(=NC=C(C1)C(F)(F)F)C1CCC(CC1)N1CC2(CS(C2)(=O)=O)CC1 6-((1s,4s)-4-(3-methyl-5-(trifluoromethyl)pyridin-2-yl)cyclohexyl)-2-thia-6-azaspiro[3.4]octane 2,2-dioxide